amino-N-{2-[(1S)-1-(3-ethoxy-4-methoxyphenyl)-2-methylsulfonyl-ethyl]-1,3-dioxo-2,3-dihydro-1H-isoindol-4-yl}nonanamide NC(C(=O)NC1=C2C(N(C(C2=CC=C1)=O)[C@H](CS(=O)(=O)C)C1=CC(=C(C=C1)OC)OCC)=O)CCCCCCC